N1(CCCC1)CCCCOC(CCC(=O)NC(CCC(NCCCCCCCCCCCCCC)=O)C(NCCCC(=O)OCC=C(CCCC)CCCC)=O)=O 4-pyrrolidin-1-ylbutyl-4-[[1-[[4-(3-butylhept-2-enoxy)-4-oxo-butyl]carbamoyl]-4-oxo-4-(tetradecylamino)butyl]amino]-4-oxo-butanoate